[O-2].[Nb+5].[Cr+3].[O-2].[O-2].[O-2] chromium niobium oxide